FC1=C(C=C(C=C1)C1=CSC2=C1C(N(C=C2)CC(N2CC1(CC1)C2)=O)=O)C(F)(F)F 3-(4-fluoro-3-(trifluoromethyl)phenyl)-5-(2-oxo-2-(5-azaspiro[2.3]hexan-5-yl)ethyl)thieno[3,2-c]pyridin-4(5H)-one